COC1=C(C=C(C=C1)N1C(N(CCC1)CC1=C2C(=NC=C1)N(C(=C2)C(F)(F)F)CC(=O)N(C)C)=O)OCCCCC 2-(4-((3-(4-methoxy-3-(pentyloxy)phenyl)-2-oxotetrahydropyrimidin-1(2H)-yl)methyl)-2-(trifluoromethyl)-1H-pyrrolo[2,3-b]pyridin-1-yl)-N,N-dimethylacetamide